COC1=CC=C2C=CC(=CC2=C1NC(C=C)=O)C1=CC=CC(=N1)C(=O)N[C@H]1CN(CCC1)C 6-[7-methoxy-8-(prop-2-enoylamino)-2-naphthyl]-N-[(3R)-1-methyl-3-piperidyl]pyridine-2-carboxamide